(S)-N-(2-Chloro-6-fluorophenyl)-5-fluoro-4-(5-(1-(hydroxymethyl)cyclopropyl)pyrazin-2-yl)-2-((1,1,1-trifluoropropan-2-yl)oxy)benzamide ClC1=C(C(=CC=C1)F)NC(C1=C(C=C(C(=C1)F)C1=NC=C(N=C1)C1(CC1)CO)O[C@H](C(F)(F)F)C)=O